4-{[2-(4-chlorophenyl)imidazo[1,2-a]pyridine-3-yl]methyl}piperazin-1-yl-methanone ClC1=CC=C(C=C1)C=1N=C2N(C=CC=C2)C1CN1CCN(CC1)C=O